O(C1=CC=CC=C1)C1CCN(CC1)C1=C(N=CS1)C(=O)O 5-(4-phenoxypiperidin-1-yl)-1,3-thiazole-4-carboxylic acid